(R)-N-(3-(3'-chloro-6-methoxy-5-((((5-oxopyrrolidin-2-yl)methyl)amino)methyl)-[2,4'-bipyridin]-2'-yl)-2-methylphenyl)-4-(((2-hydroxyethyl)amino)methyl)-5-methoxypicolinamide ClC=1C(=NC=CC1C1=NC(=C(C=C1)CNC[C@@H]1NC(CC1)=O)OC)C=1C(=C(C=CC1)NC(C1=NC=C(C(=C1)CNCCO)OC)=O)C